N1(C=NC=C1)C1=CC=CC(=N1)N1CCN(CC1)CC1=CC=C(CC=2C=3C4=C(C(N(C4=CC2)C2C(NC(CC2)=O)=O)=O)C=CC3)C=C1 3-(6-(4-((4-(6-(1H-imidazol-1-yl)pyridin-2-yl)piperazin-1-yl)methyl)benzyl)-2-oxobenzo[cd]indol-1(2H)-yl)piperidine-2,6-dione